methyl 2-azido-3-(5-cyclopropyl-2-pyridyl)prop-2-enoate N(=[N+]=[N-])C(C(=O)OC)=CC1=NC=C(C=C1)C1CC1